C1(CCCCC1)NP(N)(N)=O cyclohexyl-phosphoric acid triamide